(2-ethoxy-2-oxo-ethyl)-2-chloro-5-(3,5-dimethyl-2,6-dioxo-4-thioxo-1,3,5-triazinan-1-yl)-4-fluoro-benzoate C(C)OC(COC(C1=C(C=C(C(=C1)N1C(N(C(N(C1=O)C)=S)C)=O)F)Cl)=O)=O